C(#N)C1=CC2=C(N=C(N=C2)NC2=CC(=C(C=C2)N2CCN(CC2)C(=O)OC(C)(C)C)C(F)(F)F)N(C1=O)C1CCCC1 tert-butyl 4-(4-((6-cyano-8-cyclopentyl-7-oxo-7,8-dihydropyrido[2,3-d]pyrimidin-2-yl)amino)-2-(trifluoromethyl)phenyl)piperazine-1-carboxylate